1-(1-(Piperidin-4-yl)-1H-pyrrolo[2,3-b]pyridin-4-yl)dihydropyrimidine-2,4(1H,3H)-dione N1CCC(CC1)N1C=CC=2C1=NC=CC2N2C(NC(CC2)=O)=O